FC=1C=CC(=C(C1)C(C(=O)NC=1SC=CN1)N1C(C2=CC(=CC=C2C1)C1=CC=C(C=C1)C=1CCN(CC1)C)=O)OC 2-(5-fluoro-2-methoxyphenyl)-2-(6-(4-(1-methyl-1,2,3,6-tetrahydropyridin-4-yl)phenyl)-1-oxoisoindol-2-yl)-N-(thiazol-2-yl)acetamide